1-methyl-5-phenyl-4-(4,4,5,5-tetramethyl-1,3,2-dioxaborolan-2-yl)pyrazole CN1N=CC(=C1C1=CC=CC=C1)B1OC(C(O1)(C)C)(C)C